(1-(2-methoxyethyl)-3-(pyridin-2-yl)-1H-pyrazol-4-yl)-5'-methyl-[2,3'-bipyridine]-6-carboxamide COCCN1N=C(C(=C1)C=1C(=NC(=CC1)C(=O)N)C=1C=NC=C(C1)C)C1=NC=CC=C1